COC([C@H](CC1=CC=C(C=C1)C1=C(C(=NC=C1)C)C)N)=O (S)-2-amino-3-[4-(2,3-dimethylpyridine-4-yl)phenyl]propionic acid methyl ester